S(=O)(=O)(O[O-])[O-].[K+].[K+] Kalium peroxomonosulfat